Racemic-3-cyclopropyl-6-((5-fluoropyridin-2-yl)methyl)-1-(1-(6-(trifluoromethyl)pyridin-3-yl)propyl)-1H-pyrazolo[3,4-d]pyrimidin-4(5H)-one C1(CC1)C1=NN(C=2N=C(NC(C21)=O)CC2=NC=C(C=C2)F)[C@H](CC)C=2C=NC(=CC2)C(F)(F)F |r|